Cl.N1[C@@H](CCC1)C(=O)OCCC propyl L-prolinate hydrochloride